tert-butyl 4-(4-benzyl-3-oxo-6-(3-oxopropyl)-3,4-dihydropyrazin-2-yl)-2-oxopiperazine-1-carboxylate C(C1=CC=CC=C1)N1C(C(=NC(=C1)CCC=O)N1CC(N(CC1)C(=O)OC(C)(C)C)=O)=O